bis(t-butylphenyl) phenyl phosphate CC(C)(C)C1=CC=CC=C1OP(=O)(OC2=CC=CC=C2)OC3=CC=CC=C3C(C)(C)C